2-[7-(3-oxa-9-azabicyclo[3.3.1]non-6-en-7-yl)-5H-pyrrolo[3,2-c]pyridazin-3-yl]-5-(1H-pyrazol-4-yl)phenol C12COCC(C=C(C1)C1=CNC3=C1N=NC(=C3)C3=C(C=C(C=C3)C=3C=NNC3)O)N2